1-(2-oxa-6-azaspiro[3.3]hept-6-yl)propan-1-one C1OCC12CN(C2)C(CC)=O